N-(2-fluorobenzyl)-2-(5-methoxy-1H-indazol-3-yl)ethan-1-amine dihydrochloride Cl.Cl.FC1=C(CNCCC2=NNC3=CC=C(C=C23)OC)C=CC=C1